(5-oxa-2-azaspiro[3.5]nonan-2-yl)methanone C1N(CC12OCCCC2)C=O